C1(=CC=CC=C1)C#CC1=CC=NC=C1 4-(phenylethynyl)pyridine